(E)-3-amino-2-(6-methyl-1H-benzo[d][1,2,3]triazol-1-yl)-3-phenylacrylate N/C(=C(\C(=O)[O-])/N1N=NC2=C1C=C(C=C2)C)/C2=CC=CC=C2